C1(CC1)C=1C(=NC(=NC1)C=1C=NC(=CC1)C(F)(F)F)OC1=CC(=CC=C1)C(F)(F)F 5-cyclopropyl-4-[3-(trifluoromethyl)phenoxy]-2-[6-(trifluoromethyl)-3-pyridinyl]pyrimidine